C[Si](C#CC([2H])([2H])ON1C(C2=CC=CC=C2C1=O)=O)(C)C 2-((3-(trimethylsilyl)prop-2-yn-1-yl-1,1-d2)oxy)isoindoline-1,3-dione